N-(3-chloro-5-(methylsulfonamido)phenyl)-4-(4-(2,2,2-trifluoroethyl)piperazin-1-yl)thiophene-2-carboxamide ClC=1C=C(C=C(C1)NS(=O)(=O)C)NC(=O)C=1SC=C(C1)N1CCN(CC1)CC(F)(F)F